5-(isopropylthio)-4-(4-(trifluoromethyl)cyclohex-1-en-1-yl)thiazol C(C)(C)SC1=C(N=CS1)C1=CCC(CC1)C(F)(F)F